5-[6-[3-(6-methyl-2-pyridyl)-1H-pyrazol-4-yl]-1,5-naphthyridin-3-yl]thiazol-2-amine CC1=CC=CC(=N1)C1=NNC=C1C=1N=C2C=C(C=NC2=CC1)C1=CN=C(S1)N